N-BENZYL-3-CYCLOPROPYL-6-(PIPERIDIN-4-YLOXY)IMIDAZO[1,2-B]PYRIDAZIN-8-AMINE C(C1=CC=CC=C1)NC=1C=2N(N=C(C1)OC1CCNCC1)C(=CN2)C2CC2